tert-Butyl (4-(1-chloro-3-((2S,3S)-3-(dimethylamino)-2-methylpyrrolidin-1-yl)-5-fluoro-7,9-dihydrofuro[3,4-f]quinazolin-6-yl)-3-cyano-7-fluorothieno[3,2-c]pyridin-2-yl)carbamate ClC1=NC(=NC=2C(=C(C3=C(C12)COC3)C3=NC=C(C1=C3C(=C(S1)NC(OC(C)(C)C)=O)C#N)F)F)N1[C@H]([C@H](CC1)N(C)C)C